BrC1=C(C=C(C(=C1)Cl)OC)N\N=C/C=N/[N+]1(CCCCC1)C 1-[(E)-[(2Z)-2-[2-(2-bromo-4-chloro-5-methoxyphenyl)hydrazine-1-ylidene]ethylidene]amino]-1-methylpiperidin-1-ium